C(=O)(O)OP(=O)(OC(=O)O)O.C1(=CC=CC=C1)C1=NC=CC=N1 phenyl-pyrimidine dicarboxyl-phosphate